CC1CC(CN1)O 5-methylpyrrolidin-3-ol